C[C@@]12CN(C[C@@H](CC1)N2)C=2C1=C(N=CN2)CCNC1=O 4-((1S,5R)-1-methyl-3,8-diazabicyclo[3.2.1]octan-3-yl)-7,8-dihydropyrido[4,3-d]pyrimidin-5(6H)-one